trimethylolpropane diisostearate CCC(CO)(COC(=O)CCCCCCCCCCCCCCC(C)C)COC(=O)CCCCCCCCCCCCCCC(C)C